CN1N=C2C(=CC(=CC2=C1)C1=NC(=NC=C1OC)Cl)F 2-methyl-5-(2-chloro-5-methoxy-pyrimidin-4-yl)-7-fluoro-2H-indazole